N-[(6-Amino-2-pyridyl)sulfonyl]-6-[3-ethoxy-5-(trifluoromethyl)phenyl]-2-[(4S)-2,2,4-trimethylpyrrolidin-1-yl]pyridin-3-carboxamid NC1=CC=CC(=N1)S(=O)(=O)NC(=O)C=1C(=NC(=CC1)C1=CC(=CC(=C1)C(F)(F)F)OCC)N1C(C[C@@H](C1)C)(C)C